N-((3r,5s)-5-((1H-1,2,3-triazol-1-yl)methyl)-1-cyanopyrrolidin-3-yl)-5-(5-cyano-2-(oxetan-3-yloxy)phenyl)-N-cyclopropyloxazole-2-carboxamide N1(N=NC=C1)C[C@@H]1C[C@H](CN1C#N)N(C(=O)C=1OC(=CN1)C1=C(C=CC(=C1)C#N)OC1COC1)C1CC1